4-(4-((1R,5S)-3,8-diazabicyclo[3.2.1]octan-3-yl)-8-fluoro-2-((1-methyl-1H-imidazol-4-yl)methoxy)pyrido[4,3-d]pyrimidin-7-yl)naphthalen-2-ol [C@H]12CN(C[C@H](CC1)N2)C=2C1=C(N=C(N2)OCC=2N=CN(C2)C)C(=C(N=C1)C1=CC(=CC2=CC=CC=C12)O)F